phenoxy methacrylate (phenoxymethacrylate) O(C1=CC=CC=C1)C=C(C(=O)O)C.C(C(=C)C)(=O)OOC1=CC=CC=C1